C(C)(C)(C)OC(=O)N[C@H](C(=O)N[C@H](C(=O)NC1=CC=C(C=C1)NCCC[C@@H](C(=O)OC)NC(C1=CC=C(C=C1)N(C=O)CC=1N=C2C(=NC(=NC2=NC1)N)N)=O)C)C(C)C Methyl (S)-5-((4-((S)-2-((S)-2-((tert-butoxycarbonyl)amino)-3-methylbutanamido) propanamido)-phenyl)amino)-2-(4-(N-((2,4-diaminopteridin-6-yl)methyl)formamido) benzamido)pentanoate